ClCC1=NN=NN1C 5-(chloromethyl)-1-methyltetrazole